BrC1=NN(C(=C1)[C@H](C)N[S@](=O)C(C)(C)C)C[C@H](C)O (R)-N-((S)-1-(3-bromo-1-((S)-2-hydroxypropyl)-1H-pyrazol-5-yl)ethyl)-2-methylpropane-2-sulfinamide